N[C@@H](C1=C(C=C(C(=C1)Cl)Cl)O)C1CCN(CC1)S(=O)(=O)CCO 2-[(R)-amino[1-(2-hydroxyethanesulfonyl)piperidin-4-yl]methyl]-4,5-dichlorophenol